(R)-(3-bromo-6,7-dihydro-5H-pyrazolo[5,1-b][1,3]oxazin-6-yl)carbamic acid tert-butyl ester C(C)(C)(C)OC(N[C@@H]1CN2C(OC1)=C(C=N2)Br)=O